2-nitro-2-(3-methylphenyl)cyclohexanone [N+](=O)([O-])C1(C(CCCC1)=O)C1=CC(=CC=C1)C